ClC1=C(C=CC=C1C1=C(C(=NC=C1)C=1C=C2CNCC2=CC1)Cl)C1=CC=C(C(=N1)OC)CNC[C@@H](C)O (R)-1-(((6-(2-chloro-3-(3-chloro-2-(isoindolin-5-yl)pyridin-4-yl)phenyl)-2-methoxypyridin-3-yl)methyl)amino)propan-2-ol